N-tert-Butoxycarbonyl-3-bromo-7-fluoro-2-(2,4-difluorophenyl)-4-oxo-3,4-dihydroquinoline C(C)(C)(C)OC(=O)N1C(C(C(C2=CC=C(C=C12)F)=O)Br)C1=C(C=C(C=C1)F)F